2-(1H-imidazol-2-yl)ethan N1C(=NC=C1)CC